CN(CCCN=C=N)C (3-dimethylaminopropyl)carbodiimide